NCC(C(OCCOCCNC(OC(C)(C)C)=O)C)F Tert-Butyl N-[2-[2-(3-amino-2-fluoro-1-methyl-propoxy)ethoxy]ethyl]carbamate